C(C)(C)(C)OC(=O)N1CC2=CC=C(C=C2C1)CN=[N+]=[N-] 5-(azidomethyl)isoindoline-2-carboxylic acid tert-butyl ester